2-(2-ethoxypyridin-3-yl)-1'-[3-ethoxy-2-(trifluoromethyl)phenyl]spiro[6,7-dihydro-1,7-naphthyridine-5,4'-piperidine]-8-one C(C)OC1=NC=CC=C1C1=NC=2C(NCC3(CCN(CC3)C3=C(C(=CC=C3)OCC)C(F)(F)F)C2C=C1)=O